CC=1C=2N(C=C(C1)N(C(=O)C=1C(=NC=CC1)SC)C)C(=CN2)C=2C=CC(=NC2)NC(OC)=O methyl N-[5-[8-methyl-6-[methyl-(2-methylsulfanylpyridine-3-carbonyl)amino]imidazo[1,2-a]pyridin-3-yl]-2-pyridyl]carbamate